4,4'-diaminobibenzyl NC1=CC=C(C=C1)CCC1=CC=C(C=C1)N